(E)-(2-chlorophenyl)(imino)(2-(pyridin-3-yl)vinyl)-λ6-sulfanone ClC1=C(C=CC=C1)S(=O)(\C=C\C=1C=NC=CC1)=N